CC(C)(C#CC1=NC=CC=C1)N 2-methyl-4-(2-pyridyl)-3-butyne-2-amine